[Si](C)(C)(C(C)(C)C)OCCCC(C)(N)C (2-((tert-butyldimethylsilyl)oxy)ethyl)-2-methyl-2-propanamine